tert-butyl 3-[5-bromo-6-[2-cyano-3-[[ethyl(methyl)sulfamoyl]amino]-6-fluoro-phenoxy]-4-oxo-quinazolin-3-yl]-8-azaspiro[4.5]decane-8-carboxylate BrC1=C2C(N(C=NC2=CC=C1OC1=C(C(=CC=C1F)NS(N(C)CC)(=O)=O)C#N)C1CCC2(C1)CCN(CC2)C(=O)OC(C)(C)C)=O